tert-butyl (S)-3-aminopiperidin-1-carboxylate N[C@@H]1CN(CCC1)C(=O)OC(C)(C)C